3-(4-methylphenoxy)-1-(thiophen-2-yl)-N,N-dimethylpropylamine CC1=CC=C(OCCC(C=2SC=CC2)N(C)C)C=C1